CC=1C(=C(C=CC1)S(=O)(=O)N)C di-methyl-benzenesulfonamide